ClC1=CC=C(C=C1)C12CC3(CC(CC(C1)C3)C2)C(C)NC(C)C {1-[3-(4-Chloro-phenyl)-adamantan-1-yl]-ethyl}-isopropyl-amine